1,3,4-trimethylpyrazole-5-formate CN1N=C(C(=C1C(=O)[O-])C)C